(2R,3R)-2-(2,5-difluorophenyl)-3-((((3-(pyridin-4-yl)propyl)thio)methyl)thio)-1-(1H-1,2,4-triazol-1-yl)butan-2-ol FC1=C(C=C(C=C1)F)[C@@](CN1N=CN=C1)([C@@H](C)SCSCCCC1=CC=NC=C1)O